Cl.C(C)N=C=NCCCN(C)C 3-{[(ethylimino)methylene]amino}-N,N-dimethylpropane-1-amine monohydrochloride